(2-Bromocinnamoyl)guanidin BrC1=C(C=CC(=O)NC(=N)N)C=CC=C1